O[C@@H](CCOC1=C2C(=NC(=C1)C1=CNC3=CN=C(C=C31)NC(C)=O)C3(OCC2)COCC3)C N-(3-(4'-((R)-3-Hydroxybutoxy)-4,5,5',6'-Tetrahydro-2H-Spiro[Furan-3,8'-Pyrano[3,4-b]Pyridin]-2'-yl)-1H-Pyrrolo[2,3-c]Pyridin-5-yl)Acetamide